FC=1C=C(CC=2C=C3C(=NNC3=CC2)NC(C2=C(C=C(C=C2)N2CCN(CC2)C2CCN(CC2)C=2C=C3C(N(CC3=CC2)C2C(NC(CC2)=O)=O)=O)NC2CCOCC2)=O)C=C(C1)F N-(5-(3,5-difluorobenzyl)-1H-indazol-3-yl)-4-(4-(1-(2-(2,6-dioxopiperidin-3-yl)-3-oxoisoindolin-5-yl)piperidin-4-yl)piperazin-1-yl)-2-((tetrahydro-2H-pyran-4-yl)amino)benzamide